lithium magnesium strontium iron phosphate P(=O)([O-])([O-])[O-].[Fe+2].[Sr+2].[Mg+2].[Li+]